1-(3,3-difluorocyclobutyl)-6-oxo-pyridine-3-carbaldehyde FC1(CC(C1)N1C=C(C=CC1=O)C=O)F